Triazolo[1,5-a][1,3,5]Triazine-7-amine N1=NC=C2N1C(=NC=N2)N